BrC1=C2C=NN(C2=CC=C1C#C[Si](C)(C)C)C1OCCCC1 4-bromo-1-(tetrahydro-2H-pyran-2-yl)-5-((trimethylsilyl)ethynyl)-1H-indazole